4,5-dihydro-[1,2,4]triazol N1N=CNC1